N1C(=CC=C1)C=C1N=C(OC1=O)C1=CC=C(C=C1)OCCCC 4-((1H-pyrrol-2-yl)methylene)-2-(4-butoxyphenyl)oxazol-5(4H)-one